4-bromo-N-(4-methoxybenzyl)-N-(pyridin-4-ylmethyl)benzenesulfonamide BrC1=CC=C(C=C1)S(=O)(=O)N(CC1=CC=NC=C1)CC1=CC=C(C=C1)OC